C(C)(C)(C)OC(=O)NC1(CC2=CC=CC=C2CC1)C(=O)[O-] 2-((tert-butoxycarbonyl) amino)-1,2,3,4-tetrahydronaphthalene-2-carboxylate